7-bromo-2,2-dimethyl-1-oxo-2,3-dihydro-1H-pyrrolizine-5-carbonitrile BrC=1C=C(N2CC(C(C12)=O)(C)C)C#N